acetyl-L-alanyl-L-alanine (2-hexyldecyl)amide C(CCCCC)C(CNC([C@@H](NC([C@@H](NC(C)=O)C)=O)C)=O)CCCCCCCC